N,N,N',N'-tetrakis-propoxymethyl-[1,3,5]triazine-2,4,6-triamine C(CC)OCN(C1=NC(=NC(=N1)N(COCCC)COCCC)N)COCCC